N-[[4-[5-(difluoromethyl)-1,3,4-oxadiazol-2-yl]-2-fluoro-phenyl]methyl]-1-imino-N-(3-methoxyphenyl)-1-oxo-1,4-thiazine-4-sulfonamide FC(C1=NN=C(O1)C1=CC(=C(C=C1)CN(S(=O)(=O)N1C=CS(C=C1)(=O)=N)C1=CC(=CC=C1)OC)F)F